O=C1NC(CCC1N1C(C2=CC=C(C=C2C1=O)N1CC(C1)CCOCCCCCOC1CC(C1)OC1=NC=C(C=C1)C=1C=CC=2C3=C(N(C2C1)C)C=CN=C3)=O)=O 2-(2,6-dioxopiperidin-3-yl)-5-(3-(2-((5-((1r,3r)-3-((5-(5-methyl-5H-pyrido[4,3-b]indol-7-yl)pyridin-2-yl)oxy)cyclobutoxy)pentyl)oxy)ethyl)azetidin-1-yl)isoindoline-1,3-dione